NC1=NC=2C=C(C=CC2C2=C1N(N=C2)C)CN(C(=O)C=2C=NC=CC2)C2=C(C=CC=C2)S(=O)(=O)C N-({4-amino-3-methyl-3H-pyrazolo[3,4-c]quinolin-7-yl}methyl)-N-(2-methanesulfonylphenyl)pyridine-3-carboxamide